BrC1=C2C=NN(C2=CC(=C1[C@H]1[C@H](C1)CF)Cl)[C@@H]1OCCCC1 |o1:16| rel-4-bromo-6-chloro-5-((1R,2S)-2-(fluoromethyl)cyclopropyl)-1-(tetrahydro-2H-pyran-2-yl)-1H-indazole